N'-acetyl-4-chloro-quinoline-7-carbohydrazide C(C)(=O)NNC(=O)C1=CC=C2C(=CC=NC2=C1)Cl